(cis-3-hydroxycyclobutyl)methanone O[C@H]1C[C@H](C1)C=O